ClC1=C(C(=O)N2CC3CCC(C2)N3C=3C=C(C=CC3OC)S(=O)(=O)Cl)C=C(C(=C1)F)F 3-[3-(2-chloro-4,5-difluoro-benzoyl)-3,8-diazabicyclo[3.2.1]octan-8-yl]-4-methoxy-benzenesulfonyl chloride